NC1=NC=CC=C1C1=NC=2C(=NC(=CC2N2CCOCC2)N2N=CC=C2)N1C=1C=C2CC[C@@H](C2=CC1)NC(C1=CC(=C(C=C1)O)C=O)=O N-[(1S)-5-[2-(2-aminopyridin-3-yl)-7-(morpholin-4-yl)-5-(pyrazol-1-yl)imidazo[4,5-b]pyridin-3-yl]-2,3-dihydro-1H-inden-1-yl]-3-formyl-4-hydroxybenzamide